(S)-2-((5-chloro-2-((7-(pyrrolidin-1-yl)-6,7,8,9-tetrahydro-5H-benzo[7]annulen-2-yl)amino)pyrimidin-4-yl)amino)-5-(dimethylphosphoryl)-N-methylbenzamide ClC=1C(=NC(=NC1)NC=1C=CC2=C(CC[C@H](CC2)N2CCCC2)C1)NC1=C(C(=O)NC)C=C(C=C1)P(=O)(C)C